ethyl-2-hexyl methacrylate C(C(=C)C)(=O)OC(CCC)CCCC